propyl-toluene isocyanate [N-]=C=O.C(CC)CC1=CC=CC=C1